C(C(S)CC(=O)[O-])(=O)[O-].[Au+3].[NH4+].C(C(S)CC(=O)[O-])(=O)[O-] ammonium gold thiomalate